(3S*,4R*)-4-[4-(difluoromethoxy)-2,6-difluoro-phenyl]-2-oxopyrrolidine-3-carboxylic acid methyl ester COC(=O)[C@@H]1C(NC[C@H]1C1=C(C=C(C=C1F)OC(F)F)F)=O |o1:4,8|